(R)-N-((R)-1-(4-bromo-3-(thiophen-2-yl)phenyl)ethyl)-2-methylpropane-2-sulfinamide BrC1=C(C=C(C=C1)[C@@H](C)N[S@](=O)C(C)(C)C)C=1SC=CC1